5-hydroxy-1-(3,5,6-trimethylpyrazin-2-yl)-1H-pyrazole-3-carboxylic acid OC1=CC(=NN1C1=NC(=C(N=C1C)C)C)C(=O)O